N(=[N+]=[N-])C1(CN(CC1)C(=O)OC(C)(C)C)C1=C(C(=C(C=C1)C)Cl)Cl tert-butyl 3-azido-3-(2,3-dichloro-4-tolyl)-1-pyrrolidinecarboxylate